COC1=C(CNC2=NC3=CC=CN=C3C(=C2C(=O)OCC)N[C@H](CO)CCCC)C=CC(=C1)OC ethyl (S)-2-((2,4-dimethoxybenzyl) amino)-4-((1-hydroxyhex-2-yl) amino)-1,5-naphthyridine-3-carboxylate